CN1N=C(C=C1C)NC1=NC=C(C(=N1)C1=CNC2=C(C=CC=C12)N1C(C2=C(C=CC(=C2C1)C1=CC=NC=C1)[N+](=O)[O-])=O)C 2-(3-(2-((1,5-dimethyl-1H-pyrazol-3-yl)amino)-5-methylpyrimidin-4-yl)-1H-indol-7-yl)-7-nitro-4-(pyridin-4-yl)isoindolin-1-one